C(C)[C@]1(C2=C(NC=3N=CC=CC13)[C@@H](C(C=C2)(C)C)F)C2=CC=CC=C2 (5R,9R)-5-ethyl-9-fluoro-8,8-dimethyl-5-phenyl-5,8,9,10-tetrahydrobenzo[b][1,8]naphthyridin